C(C=C)C=1C(=C(C=CC1)C1=C(C=CC=C1)O)O Allyl-2,2'-dihydroxy-[1,1'-biphenyl]